6-[6-(6-{[(3R,4S)-3-fluoro-2,2,6,6-tetramethylpiperidin-4-yl]oxy}pyridazin-3-yl)-5-hydroxypyridin-3-yl]-3-methylpyrimidin-4(3H)-one F[C@@H]1C(NC(C[C@@H]1OC1=CC=C(N=N1)C1=C(C=C(C=N1)C1=CC(N(C=N1)C)=O)O)(C)C)(C)C